Br(=O)(=O)O.C(C(C)N)N propylenediamine bromate